FC=1C=C2C(=NN(C2=CC1N1CCC(CC1)CO)C)N1C(NC(CC1)=O)=O 1-[5-fluoro-6-[4-(hydroxymethyl)-1-piperidyl]-1-methyl-indazol-3-yl]hexahydropyrimidine-2,4-dione